CC1(CCCC=2N=C(SC21)C(=O)OCC)C ethyl 7,7-dimethyl-4,5,6,7-tetrahydrobenzo[d]thiazole-2-carboxylate